Cl.NCC(COC1=C2C(N(C(C2=CC=C1)=O)C1CC1)=O)=CF (2-(aminomethyl)-3-fluoroallyloxy)-2-cyclopropylisoindoline-1,3-dione hydrochloride